C(C)N(S(=O)(=O)NC1=CC=C(C=C1)N1CCC2=CC=CC=C12)CC N-(N,N-DIETHYLAMINOSULFONYL)-4-(INDOLIN-1-YL)ANILINE